C(\C=C\CCCCC)(=O)NO Trans-2-Octenohydroxamic Acid